phosphoramide disodium salt [Na+].[Na+].P(=O)([NH-])([NH-])N